CO[C@@H]1C[C@@H](NC1)C(=O)N(C1=CC=C(C=C1)S(F)(F)(F)(F)F)C(C(=O)N1CC(N(CC1)C)=O)C=1C=NC=CC1 (2R,4R)-4-methoxy-N-[2-(4-methyl-3-oxo-piperazin-1-yl)-2-oxo-1-(3-pyridyl)ethyl]-N-[4-(pentafluoro-λ6-sulfanyl)phenyl]pyrrolidine-2-carboxamide